2-Methyl-1,3,4'-trioxo-2,3-dihydro-1H,4'H-spiro[isoquinoline-4,1'-naphthalene]-7'-carbonitrile CN1C(C2=CC=CC=C2C2(C=CC(C3=CC=C(C=C23)C#N)=O)C1=O)=O